C(C)(C)(C)OC(=O)N1CCC(CC1)N(CCOCCOCCOCCOCCOCCC(OC(C)(C)C)=O)C(CCC(=O)O)=O 22-(1-(tert-butoxycarbonyl)piperidin-4-yl)-2,2-dimethyl-4,23-dioxo-3,7,10,13,16,19-hexaoxa-22-azahexacosan-26-oic acid